2,2'-{[2-({6-[(2,5-dioxopyrrolidin-1-yl)oxy]-6-oxohexyl}amino)-2-oxoethyl]imino}bis(N-{2-[(α-L-fucopyranosyl)oxy]ethyl}acetamide) O=C1N(C(CC1)=O)OC(CCCCCNC(CN(CC(=O)NCCO[C@H]1[C@@H](O)[C@H](O)[C@H](O)[C@@H](O1)C)CC(=O)NCCO[C@H]1[C@@H](O)[C@H](O)[C@H](O)[C@@H](O1)C)=O)=O